2-(6-(1,4-Dimethyl-1H-1,2,3-triazol-5-yl)-4-((3-fluoropyridin-2-yl)(tetrahydro-2H-pyran-4-yl)methyl)-2-methyl-2,4-dihydropyrazolo[3',4':4,5]pyrrolo[3,2-b]pyridin-3-yl)propan-2-ol CN1N=NC(=C1C=1C=C2C(=NC1)C=1C(N2C(C2CCOCC2)C2=NC=CC=C2F)=C(N(N1)C)C(C)(C)O)C